di-(2-heptyl)phenylphosphine CC(CCCCC)P(C1=CC=CC=C1)C(C)CCCCC